C(C(C([2H])([2H])[2H])N[C@@H]1[C@@H](CNC1)O)([2H])([2H])[2H] (3R,4S)-4-((Propan-2-yl-1,1,1,3,3,3-d6)amino)pyrrolidin-3-ol